FC1=C(C(=CC=C1F)OC)COC=1C=C(C=CC1OC)N1N=CC2=CC=C(C=C12)C(=O)O 1-{3-[(2,3-difluoro-6-methoxyphenyl)methoxy]-4-methoxyphenyl}indazole-6-carboxylic acid